COC(C1=C(C=C(C=C1)Br)NC1=CC(=C(C=C1)NC(=O)OC(C)(C)C)F)=O 4-bromo-2-((4-((tert-butoxycarbonyl)amino)-3-fluorophenyl)amino)benzoic acid methyl ester